tert-butyl (2-chloro-9-((2R,3R,4S,5R)-4-ethynyl-3,4-dihydroxy-5-(hydroxymethyl)tetrahydro-furan-2-yl)-9H-purin-6-yl)carbamate ClC1=NC(=C2N=CN(C2=N1)[C@@H]1O[C@@H]([C@]([C@H]1O)(O)C#C)CO)NC(OC(C)(C)C)=O